C(C)SC1=NN=C2N1C=C(C=C2)[N+](=O)[O-] 3-(ethylsulfanyl)-6-nitro-[1,2,4]triazolo[4,3-a]pyridine